C(CCCCCCCCCCCCCCC)O.[Ca] calcium cetyl alcohol